5-chloro-N-(2-methoxy-4-methylpyridin-3-yl)-4-(3-oxo-5,6,7,8-tetrahydro[1,2,4]triazolo[4,3-a]pyridin-2(3H)-yl)-2-{[(2S)-1,1,1-trifluoropropan-2-yl]oxy}benzamide ClC=1C(=CC(=C(C(=O)NC=2C(=NC=CC2C)OC)C1)O[C@H](C(F)(F)F)C)N1N=C2N(CCCC2)C1=O